tert-butyl (3'R)-2-{5-[bis(tert-butoxycarbonyl)amino]-6-(trifluoromethyl)pyrazin-2-yl}-6,7-dihydrospiro[pyrazolo[5,1-c][1,4]oxazine-4,3'-pyrrolidine]-1'-carboxylate C(C)(C)(C)OC(=O)N(C=1N=CC(=NC1C(F)(F)F)C1=NN2C(=C1)[C@@]1(CN(CC1)C(=O)OC(C)(C)C)OCC2)C(=O)OC(C)(C)C